COC1=CC=C(C2=C1NC(=N2)NC(=O)C2=CN=C(S2)C)C=2C=NN(C2)C N-[7-methoxy-4-(1-methyl-1H-pyrazol-4-yl)-1H-1,3-benzodiazol-2-yl]-2-methyl-1,3-thiazole-5-carboxamide